6-(4-fluorophenyl)-4-hydroxy-2-oxo-N-(spiro[2.3]hexan-5-yl)-1,2-dihydro-1,8-naphthyridine-3-carboxamide FC1=CC=C(C=C1)C=1C=C2C(=C(C(NC2=NC1)=O)C(=O)NC1CC2(CC2)C1)O